5-amino-N-(cyclopropylmethyl)-2-((diethylamino)methyl)benzamide NC=1C=CC(=C(C(=O)NCC2CC2)C1)CN(CC)CC